C1(=CC=CC=C1)[C@H]1[C@@H](OC(O1)(C)C)CO ((4S,5S)-5-phenyl-2,2-dimethyl-1,3-dioxolane-4-yl)methanol